O1C=NC(=C1)CCC(=O)O 3-(1,3-oxazol-4-yl)propanoic acid